[P].[Na].[Zn] Zinc-Sodium Phosphorus